acetic acid 1-{4-[4-(6-fluoro-2-oxo-1,2-dihydro-quinolin-3-yl)-[1,2,3]triazol-1-yl]-benzoyl}-piperidin-4-yl ester FC=1C=C2C=C(C(NC2=CC1)=O)C=1N=NN(C1)C1=CC=C(C(=O)N2CCC(CC2)OC(C)=O)C=C1